4-amino-4'-chloro-5-((4-sulfamoylbenzyl)oxy)-[1,1'-biphenyl]-3-carboxamide NC1=C(C=C(C=C1OCC1=CC=C(C=C1)S(N)(=O)=O)C1=CC=C(C=C1)Cl)C(=O)N